NCCCCCCN1C(=CC=2C1=NC(=CC2)C(CC(=O)O)C)C2=NC1=C(N2C)C(=CC(=C1)C(=O)N1C2C(CC1CC2)NC(=O)OCC2=CC=CC=C2)OC 3-[1-(6-aminohexyl)-2-[5-[2-(benzyloxycarbonylamino)-7-azabicyclo[2.2.1]heptane-7-carbonyl]-7-methoxy-1-methyl-benzimidazol-2-yl]pyrrolo[2,3-b]pyridin-6-yl]butanoic acid